(S)-3-(5-(1,4-dimethyl-1H-1,2,3-triazol-5-yl)-1-(1-(pyridin-2-yl)ethyl)-1H-pyrrolo[2,3-b]pyridin-3-yl)benzoic acid CN1N=NC(=C1C=1C=C2C(=NC1)N(C=C2C=2C=C(C(=O)O)C=CC2)[C@@H](C)C2=NC=CC=C2)C